ClC1=CC2=C(C=3N(CCC2)N=NC3C)C=C1 9-chloro-1-methyl-6,7-dihydro-5H-benzo[c][1,2,3]triazolo[1,5-a]azepine